C=1N=CN2C1C1=CC=CC=C1C2C2C(C1(CC2)CCOCC1)O 2-(5H-Imidazo[5,1-a]isoindol-5-yl)-8-oxaspiro[4.5]decan-1-ol